FC1=C(C=CC=C1F)C1(CC1)N 1-(2,3-difluorophenyl)cyclopropylamine